2-Chloro-4-(3-hydroxypropyl)pyridin-3-ol ClC1=NC=CC(=C1O)CCCO